2-{3-[(1,3-benzothiazol-2-yl)amino]-4-methyl-5H,6H,7H,8H-pyrido[2,3-c]pyridazin-8-yl}-5-(3-{4-[2-(pyrrolidin-1-yl)ethoxy]phenoxy}propyl)-1,3-thiazole-4-carboxylic acid S1C(=NC2=C1C=CC=C2)NC2=C(C1=C(N=N2)N(CCC1)C=1SC(=C(N1)C(=O)O)CCCOC1=CC=C(C=C1)OCCN1CCCC1)C